N-(4-(3-amino-4-methoxy-1H-indazol-6-yl)-phenyl)-2-fluoro-5-methoxybenzenesulfonamide NC1=NNC2=CC(=CC(=C12)OC)C1=CC=C(C=C1)NS(=O)(=O)C1=C(C=CC(=C1)OC)F